tert-Butyl (1-([1,1'-biphenyl]-4-yl)cyclopropyl)carbamate C1(=CC=C(C=C1)C1(CC1)NC(OC(C)(C)C)=O)C1=CC=CC=C1